C(\C=C\C1=CC=C(C=C1)O)(=O)SCCNC(CCNC([C@@H](C(COP(OP(OC[C@@H]1[C@H]([C@H]([C@@H](O1)N1C=NC=2C(N)=NC=NC12)O)OP(=O)(O)O)(=O)O)(=O)O)(C)C)O)=O)=O 4-Coumaryl-CoA